1-ethyl-N-(4-methoxybenzyl)-4-methyl-2-oxo-1,2-dihydroquinoline-3-carboxamide C(C)N1C(C(=C(C2=CC=CC=C12)C)C(=O)NCC1=CC=C(C=C1)OC)=O